C(C)N1N=C(C(=C1)C1=C(C=CC=C1)[C@H]1C2=C(CN(C1)C(C#CCN1CCN(CC1)C)=O)SC(=C2)C#N)C(F)(F)F (S)-4-(2-(1-Ethyl-3-(trifluoromethyl)-1H-pyrazol-4-yl)phenyl)-6-(4-(4-methylpiperazin-1-yl)but-2-ynoyl)-4,5,6,7-tetrahydrothieno[2,3-c]pyridine-2-carbonitrile